N1=CC=C2C=CC3=NC=CC4=CC=C1C2=C34 1,6-Diazapyren